6-((1-hydroxy-2-methylpropan-2-yl)amino)-N-(3-(4-methyloxazol-2-yl)phenyl)-2-(6-azaspiro[2.5]octan-6-yl)nicotinamide OCC(C)(C)NC1=NC(=C(C(=O)NC2=CC(=CC=C2)C=2OC=C(N2)C)C=C1)N1CCC2(CC2)CC1